C(CCC)C1=NC=2C(=C3C(=NC2NC(C)(C)C)C=C(S3)C=3CCN(CC3)C(=O)OCC3=CC=CC=C3)N1CC1CCN(CC1)C(=O)OC(C)(C)C Benzyl 4-{2-butyl-4-(tert-butylamino)-1-[(1-((tert-butyloxy)carbonyl)hexahydropyridin-4-yl)methyl]thieno[3,2-b]imidazo[4,5-d]pyridin-7-yl}-1,2,3,6-tetrahydropyridine-1-carboxylate